(S)-N-(2-chloro-3-(trifluoromethyl)benzyl)-5-fluoro-8-oxo-5,6,7,8-tetrahydroquinoline-5-carboxamide ClC1=C(CNC(=O)[C@]2(C=3C=CC=NC3C(CC2)=O)F)C=CC=C1C(F)(F)F